4-phenylsulfonyl-phthalimide C1(=CC=CC=C1)S(=O)(=O)C=1C=C2C(C(=O)NC2=O)=CC1